3-(6-(aminomethyl)pyrazolo[1,5-a]pyrimidin-2-yl)-N,N-dimethylaniline NCC=1C=NC=2N(C1)N=C(C2)C=2C=C(N(C)C)C=CC2